FC1=C(CN2C3=C(OCC2=O)C=CC(=C3)C(=O)NO)C=CC=C1C 4-(2-fluoro-3-methylbenzyl)-N-hydroxy-3-oxo-3,4-dihydro-2H-benzo[b][1,4]oxazine-6-carboxamide